5-iodo-3,3-dimethyl-1H-indol-2-one IC=1C=C2C(C(NC2=CC1)=O)(C)C